7-fluoro-8-methoxy-4-(1-{[1-(propan-2-yl)-1H-pyrazol-5-yl]methyl}-1H-1,2,3-triazol-4-yl)quinazolin-2-amine FC1=CC=C2C(=NC(=NC2=C1OC)N)C=1N=NN(C1)CC1=CC=NN1C(C)C